8-Bromo-N-[(4S)-3,4-dihydro-2H-benzopyran-4-yl]-4-ethyl-7-fluoroquinoline-3-carboxamide BrC=1C(=CC=C2C(=C(C=NC12)C(=O)N[C@H]1CCOC2=C1C=CC=C2)CC)F